1-(oxirane-2-carbonyl)piperazine-2-carbonitrile O1C(C1)C(=O)N1C(CNCC1)C#N